C1(=CC=CC2=CC=CC=C12)[C@@H](C)N1CCC(CC1)N(C(=O)C1CC1)CC(=O)NCC(=O)NC/C=C/C(=O)OC methyl (R,E)-4-(2-(2-(N-(1-(1-(naphthalen-1-yl)ethyl)piperidin-4-yl)cyclopropanecarboxamido)acetamido)acetamido)but-2-enoate